2-cyclobutyl-5-(imidazo[1,2-a]pyridin-6-yl)-7H-pyrrolo[2,3-d]pyrimidine C1(CCC1)C=1N=CC2=C(N1)NC=C2C=2C=CC=1N(C2)C=CN1